N-(2'-fluoro-3-(p-toluenesulfonyl)-[1,1'-biphenyl]-2-yl)benzamide FC1=C(C=CC=C1)C1=C(C(=CC=C1)S(=O)(=O)C1=CC=C(C)C=C1)NC(C1=CC=CC=C1)=O